(±)-2,3-dihydro-9-methyl-3-[(2-Methylimidazol-1-yl)methyl]carbazol-4(1H)-one hydrochloride dihydrate O.O.Cl.CN1C2=CC=CC=C2C=2C([C@H](CCC12)CN1C(=NC=C1)C)=O |r|